7-fluoro-N-[1-(methanesulfonyl)-2-methylpropan-2-yl]-2-(pyridin-3-yl)-2H-indazole-4-carboXamide FC1=CC=C(C2=CN(N=C12)C=1C=NC=CC1)C(=O)NC(CS(=O)(=O)C)(C)C